C(C)(C)(C)OC(=O)N1[C@H]2CN(C[C@@H]1CC2)C2=NC(=NC(=C2C#N)\C=C\C2=CC(=CC1=CC=CC=C21)OC)SC (1r,5s)-3-(5-cyano-6-((E)-2-(3-methoxynaphthalen-1-yl)vinyl)-2-(methylthio)pyrimidin-4-yl)-3,8-diazabicyclo[3.2.1]octane-8-carboxylic acid tert-butyl ester